COCCOC=1C=C2C=NC=NC2=CC1OCCOC 6,7-bis(2-methoxyethoxy)quinazolin